CN1C(OC(=C1)CC1C(NC2=C(O1)C(=CC(=C2)C(=O)N[C@H](C)C=2C=NC(=NC2)C(F)(F)F)C=2SC(=CN2)C)=O)=O (((R)-3-methyl-2-oxooxazolin-5-yl)methyl)-8-(5-methylthiazol-2-yl)-3-oxo-N-((R)-1-(2-(trifluoromethyl)pyrimidin-5-yl)ethyl)-3,4-dihydro-2H-benzo[b][1,4]oxazine-6-carboxamide